6-(8-ethyl-7-fluoro-3-hydroxy-1-naphthyl)-4-(1,4-oxazepan-4-yl)-2-[[(2S,4R)-4-hydroxypyrrolidin-2-yl]methoxy]-7H-pyrrolo[3,4-d]pyrimidin-5-one C(C)C=1C(=CC=C2C=C(C=C(C12)N1CC=2N=C(N=C(C2C1=O)N1CCOCCC1)OC[C@H]1NC[C@@H](C1)O)O)F